[Si](C1=CC=CC=C1)(C1=CC=CC=C1)(C(C)(C)C)OC1CC(N(C1)C(=O)[O-])COC 4-[(tert-butyldiphenylsilyl)oxy]-2-(methoxymethyl)pyrrolidine-1-carboxylate